N-[4-(7-Fluoro-1,3-benzoxazol-2-yl)phenyl]tetrahydrothiopyran-4-carboxamid FC1=CC=CC=2N=C(OC21)C2=CC=C(C=C2)NC(=O)C2CCSCC2